methyl 8-[benzyl-(8-methoxy-8-oxo-octyl)amino]-octanoate C(C1=CC=CC=C1)N(CCCCCCCC(=O)OC)CCCCCCCC(=O)OC